CC1=CC=C(CN2C([C@H](CC2)CS(=O)(=O)O)=O)C=C1.COCCOCCS(=O)(=O)CC1=CC=C(N)C=C1 4-{[2-(2-methoxyethoxy)ethanesulfonyl]methyl}aniline (S)-1-(4-methylbenzyl)-2-oxopyrrolidin-3-yl-methanesulfonate